CO[C@H]([C@@H](N)C(=O)O)C O-methyl-D-threonine